(2R)-2-amino-3-hydroxy-N-[(1R)-1-(6-methoxypyridin-2-yl)ethyl]propanamide N[C@@H](C(=O)N[C@H](C)C1=NC(=CC=C1)OC)CO